3-ethyl 5-methyl 4-aminoisothiazole-3,5-dicarboxylate NC=1C(=NSC1C(=O)OC)C(=O)OCC